CN(C(OC1=CC=C2C(=C(C(OC2=C1)=O)CC1=C(C(=CC=C1)Br)F)CN(C)C)=O)C 3-(3-bromo-2-fluorobenzyl)-4-((dimethylamino)methyl)-2-oxo-2H-chromen-7-yl dimethylcarbamate